C(CCCCCC)OCOCCCC(CC(CC(CC(CC(CC(CC(C)O)C)C)C)C)C)C 16-hydroxy-4,6,8,10,12,14-hexamethylheptadecyl heptyloxymethyl ether